2-[(1-Cyclopropylpyrazol-4-yl)amino]-4-[2-methoxy-3-(1-methyl-1,2,4-triazol-3-yl)anilino]-N-(trideuteromethyl)pyrimidine-5-carboxamide 2-(Methylsulfinyl)ethyl-methacrylate CS(=O)CCOC(C(=C)C)=O.C1(CC1)N1N=CC(=C1)NC1=NC=C(C(=N1)NC1=C(C(=CC=C1)C1=NN(C=N1)C)OC)C(=O)NC([2H])([2H])[2H]